C(C)OC(=O)C=1N=C(SC1)N1N=C(C(=C1C)Br)C1=CC=C(C=C1)F 2-[4-bromo-3-(4-fluorophenyl)-5-methyl-pyrazol-1-yl]Thiazole-4-carboxylic acid ethyl ester